tert-Butyl (S)-2-((S)-5-chloro-6-fluoro-2-phenyl-4-(4,4,5,5-tetramethyl-1,3,2-dioxaborolan-2-yl)-2,3-dihydrobenzofuran-2-yl)pyrrolidine-1-carboxylate ClC=1C(=CC2=C(C[C@](O2)(C2=CC=CC=C2)[C@H]2N(CCC2)C(=O)OC(C)(C)C)C1B1OC(C(O1)(C)C)(C)C)F